3,4'-Dimethyl-1-(m-tolyl)-1'H-spiro[pyrazole-4,2'-quinolin]-5(1H)-one CC1=NN(C(C12NC1=CC=CC=C1C(=C2)C)=O)C=2C=C(C=CC2)C